CC1(CCC(CN1)NC1=NC=C(C(=N1)C1=CNC=2C(N(CCCC21)C(C)C2COCC2)=O)C(F)(F)F)C 3-{2-[(6,6-dimethylpiperidin-3-yl)amino]-5-(trifluoromethyl)pyrimidin-4-yl}-7-[1-(oxolan-3-yl)ethyl]-1H,4H,5H,6H,7H,8H-pyrrolo[2,3-c]azepin-8-one